Ethyl (2-methyl-1,3-dioxolan-2-yl)acetate CC1(OCCO1)CC(=O)OCC